[Ni]=O.[Sm] samarium-nickel oxide